anti-methyl acrylate C(C=C)(=O)OC